4,4'-(((5-methoxy-1,3-phenylene)bis(oxy))bis(methylene))dibenzonitrile COC=1C=C(C=C(C1)OCC1=CC=C(C#N)C=C1)OCC1=CC=C(C#N)C=C1